3-(3'-(2-(4,4,5,5-tetramethyl-1,3,2-dioxaborolan-2-yl)phenyl)spiro[cyclohexane-1,9'-fluoren]-7'-yl)pyridine CC1(OB(OC1(C)C)C1=C(C=CC=C1)C=1C=CC=2C3(C4=CC(=CC=C4C2C1)C=1C=NC=CC1)CCCCC3)C